2-methylthiazole-5-carbaldehyde CC=1SC(=CN1)C=O